5-{1-[(4-Methoxy-phenyl)-methyl-carbamoyl]-piperidin-4-carbonyl}-1-methyl-1H-indazol COC1=CC=C(C=C1)N(C(=O)N1CCC(CC1)C(=O)C=1C=C2C=NN(C2=CC1)C)C